C(C)[Ni](C1=CC=CC=C1)(N)(CC)(CC)(CC)(CC)(CC)(CC)CC octaethyl-monoaminophenyl-nickel